hexamethylenebis(trimethylammonium chloride) C[N+](C)(C)CCCCCC[N+](C)(C)C.[Cl-].[Cl-]